4-((1S,3R)-3-(1-isopropyl-3-(6-(trifluoromethyl)pyridin-3-yl)-1H-1,2,4-triazol-5-yl)cyclopentyl)-1,4-oxaazepane C(C)(C)N1N=C(N=C1[C@H]1C[C@H](CC1)N1CCOCCC1)C=1C=NC(=CC1)C(F)(F)F